phenyl[(chrysenyl)phenyl]binaphthalene C1(=CC=CC=C1)C=1C(=C(C2=CC=CC=C2C1)C1=CC=CC2=CC=CC=C12)C1=C(C=CC=C1)C1=CC=CC=2C3=CC=C4C=CC=CC4=C3C=CC12